1-amyl-1H-indole C(CCCC)N1C=CC2=CC=CC=C12